OC1=C(C(=O)O)C=C(N=C1OC)OC 3-hydroxy-2,6-dimethoxyisonicotinic acid